C(C)(C)(C)OC(=O)N(C(OC(C)(C)C)=O)CCCCO tert-butyl (tert-butoxycarbonyl)(4-hydroxybutyl)carbamate